BrC1=C(N=CN1CC(=O)N1CC2(COC2)CC1)C1=CC=C(C=C1)F 2-[5-bromo-4-(4-fluorophenyl)-1H-imidazol-1-yl]-1-{2-oxa-6-azaspiro[3.4]oct-6-yl}ethan-1-one